methyl diketone gluconate O=C([C@H](O)[C@@H](O)[C@H](O)[C@H](O)CO)O.CC(C(=O)C)=O